CC1=NNC(=C1/N=N/C1=CC=C(C#N)C=C1)C (E)-4-((3,5-Dimethyl-1H-pyrazol-4-yl)diazenyl)benzonitrile